(5-chloro-7-morpholinopyrazolo[1,5-a]pyrimidin-2-yl)methanol ClC1=NC=2N(C(=C1)N1CCOCC1)N=C(C2)CO